NC1=NC=C(C2=C1C(=NN2[C@@H]2CN(CC2)C(=O)OC(C)(C)C)C#CC2=CC1=C(N(C=N1)C1CC1)C=C2)C=C (S)-tert-butyl 3-(4-amino-3-((1-cyclopropyl-1H-benzo[d]imidazol-5-yl)ethynyl)-7-vinyl-1H-pyrazolo[4,3-c]pyridin-1-yl)pyrrolidine-1-carboxylate